tetrahydro-naphthalene C1CCCC2=CC=CC=C12